5-(4'-chloro-[1,1'-biphenyl]-2-carbonyl)hexahydropyrrolo[3,4-c]pyrrole ClC1=CC=C(C=C1)C=1C(=CC=CC1)C(=O)N1CC2C(C1)CNC2